C(C)C1=C(C(=NC=C1)C(=O)O)N.NC=1C(=NC=CC1)C(=O)OCC Ethyl 3-aminopicolinate (Ethyl 3-aminopicolinate)